(R)-2-(3-hydroxy-3,7-dimethyloct-6-en-1-yl)-3,5,6-trimethylcyclohexa-2,5-diene-1,4-dione O[C@@](CCC=1C(C(=C(C(C1C)=O)C)C)=O)(CCC=C(C)C)C